methyl-2-((1H-1,2,4-triazol-1-yl)methyl)-3-(4-chlorobenzyl)-2-hydroxy-1-methylcyclopentane-1-carboxylate COC(=O)C1(C(C(CC1)CC1=CC=C(C=C1)Cl)(O)CN1N=CN=C1)C